C(CC#C)C1(N=N1)CCC(=O)N1CCN(CC1)CC1=NN=CN1C1=C(C=CC=C1)OC 3-(3-(but-3-yn-1-yl)-3H-diazirin-3-yl)-1-(4-((4-(2-methoxyphenyl)-4H-1,2,4-triazol-3-yl)methyl)piperazin-1-yl)propan-1-one